3-[6-[(3S)-4-[2-(2,2-diethoxyethoxy)ethyl]-3-methyl-piperazin-1-yl]pyrimidin-4-yl]-5-isopropoxy-1H-indazole C(C)OC(COCCN1[C@H](CN(CC1)C1=CC(=NC=N1)C1=NNC2=CC=C(C=C12)OC(C)C)C)OCC